FC=1C(=C(C=C(C1)C(C)C)C(C(=O)O)N1C[C@@H](CC1)N(CCCCC1=NC=2NCCCC2C=C1)C)OC 2-(3-fluoro-5-isopropyl-2-methoxyphenyl)-2-((R)-3-(methyl(4-(5,6,7,8-tetrahydro-1,8-naphthyridin-2-yl)butyl)amino)pyrrolidin-1-yl)acetic acid